[Na].CC1=CC=C(C=C1)S(=O)(=O)O p-toluenesulfonic acid sodium